3-(8-amino-4-(trifluoromethyl)pyrido[3,4-d]pyrimidin-2-yl)2-(thiazol-2-yl)butan-2-ol methyl-3-bromo-1-((1-((tert-butoxycarbonyl)amino)cyclobutyl)methyl)-4-iodo-1H-pyrrole-2-carboxylate CC1=C(C(=C(N1CC1(CCC1)NC(=O)OC(C)(C)C)C(=O)OC(C)(C(C)C=1N=C(C2=C(N1)C(=NC=C2)N)C(F)(F)F)C=2SC=CN2)Br)I